FC1=CC=C(C=C1)C=1C=C2C(=CN=NC2=CC1)NCC=1N=NC(=CC1)C 6-(4-Fluorophenyl)-N-((6-methylpyridazin-3-yl)methyl)cinnolin-4-amine